CON(C([C@H](CCCCNC(OCC1C2=CC=CC=C2C=2C=CC=CC12)=O)NC(OC(C)(C)C)=O)=O)C (S)-(9H-fluoren-9-yl)methyl tert-butyl (6-(methoxy(methyl)amino)-6-oxohexane-1,5-diyl)dicarbamate